CC1=CC=C(C=C1)C(C(=O)O)CC(=O)O 2-(p-methyl-phenyl)butanedioic acid